ClC1=C(OC2=NC=C(C(=C2)S(=O)(=O)NC2CCC(CC2)O)O)C(=CC(=C1)N1N=C(C(NC1=O)=O)C(F)F)Cl 2-(2,6-dichloro-4-(6-(difluoromethyl)-3,5-dioxo-4,5-dihydro-1,2,4-triazin-2(3H)-yl)phenoxy)-5-hydroxy-N-((1s,4s)-4-hydroxycyclohexyl)pyridine-4-sulfonamide